C1(CCCC1)C1=CC=C(ON2N=NC(=C2)C(=O)O)C=C1 (4-cyclopentylphenoxy)-1H-1,2,3-triazole-4-carboxylic acid